3-fluoro-5-(1-((1-methylcyclopentyl)methyl)-1H-pyrazol-4-yl)-6-(2-methylimidazo[1,2-a]pyridin-7-yl)picolinonitrile FC=1C(=NC(=C(C1)C=1C=NN(C1)CC1(CCCC1)C)C1=CC=2N(C=C1)C=C(N2)C)C#N